C(CCC)C(CC(C(=O)O)CCCCCCCC(CCCCCC)OC(=O)OC1=CC=C(C=C1)[N+](=O)[O-])CCCCCC 2-butyloctyl-10-(((4-nitrophenoxy)carbonyl)oxy)hexadecanoic acid